3-(5-difluoromethoxy-1-methyl-3-trifluoromethyl-1H-pyrazol-4-ylmethylsulfonyl)-5,5-dimethyl-2-isoxazoline FC(OC1=C(C(=NN1C)C(F)(F)F)CS(=O)(=O)C1=NOC(C1)(C)C)F